1-[(2S)-butane-2-yl]-5-(3-phenylpropyl)-1H-pyrrole-2-carboxylate C[C@@H](CC)N1C(=CC=C1CCCC1=CC=CC=C1)C(=O)[O-]